C(C)(C)(C)OC(NCC=1SC2=C(N1)C=C(C(=C2)OC)OCCCN(C)C)=O N-[[5-[3-(dimethylamino)propoxy]-6-methoxy-1,3-benzothiazol-2-yl]methyl]carbamic acid tert-butyl ester